(3-decyloxy)propylamine CCC(CCCCCCC)OCCCN